FC=1C=C2C(=CNC(C2=CC1F)=O)[C@H](C)N(C(=O)C=1OC2=C(C1)C=CC=C2)C (S)-N-(1-(6,7-difluoro-1-oxo-1,2-dihydroisoquinolin-4-yl)ethyl)-N-methylbenzofuran-2-carboxamide